(S)-N-(1-(4-((4-cyclopropyl-1,5-naphthyridin-3-yl)amino)phenyl)-2,2,2-trifluoroethyl)-N-methylpiperidine-4-carboxamide hydrochloride Cl.C1(CC1)C1=C(C=NC2=CC=CN=C12)NC1=CC=C(C=C1)[C@@H](C(F)(F)F)N(C(=O)C1CCNCC1)C